C(#N)N1CC2(C(NC3=CC(=CC=C3C2)C2=CC=C(C(=O)NC)C=C2)=O)CC1 4-(1-cyano-2'-oxo-1',4'-dihydro-2'H-spiro[pyrrolidine-3,3'-quinolin]-7'-yl)-N-methylbenzamide